n-pentyl 4-α-hydroxyisopropylbenzoate OC(C)(C)C1=CC=C(C(=O)OCCCCC)C=C1